OC1CCC(CC1)NC(=O)C=1NC=C(C1)C1=NC(=NC=C1C(F)(F)F)NC1CNCCC1 N-(4-hydroxycyclohexyl)-4-{2-[(piperidin-3-yl)amino]-5-(trifluoromethyl)pyrimidin-4-yl}-1H-pyrrol-2-carboxamide